C(=O)(O)C=1C=C(C=C(C1)C(=O)O)C1=C(C(=C(C(=C1C)C1=CC(=CC(=C1)C(=O)O)C(=O)O)C)C1=CC(=CC(=C1)C(=O)O)C(=O)O)C 1,3,5-tris(3,5-dicarboxyphenyl)-2,4,6-trimethylbenzene